((2R,3S,4R,5R)-5-(4-aminopyrrolo[2,1-f][1,2,4]triazin-7-yl)-5-cyano-3,4-dihydroxytetrahydrofuran-2-yl)methyl (chloromethyl) carbonate C(OC[C@H]1O[C@@]([C@@H]([C@@H]1O)O)(C#N)C1=CC=C2C(=NC=NN21)N)(OCCl)=O